BrC=1C=CC2=C(N=C(S2)C(CN(C)C)(F)F)C1 2-(5-bromo-1,3-benzothiazol-2-yl)-2,2-difluoro-N,N-dimethyl-ethanamine